(3-methyl-4-(5-phenylpentyl)piperazin-1-yl)(naphthalen-1-yl)methanone CC1CN(CCN1CCCCCC1=CC=CC=C1)C(=O)C1=CC=CC2=CC=CC=C12